C(C)(C)(C)OC(=O)N[C@@H]1CN(CCC1)C1=NC=C(C(=N1)NC=1C=C(C(=O)OC)C=CC1)C(N)=O methyl (S)-3-((2-(3-((tert-butoxycarbonyl)amino)piperidin-1-yl)-5-carbamoylpyrimidin-4-yl)amino)benzoate